(±)-2-((1s,4s)-5'-((2,6-dioxopiperidin-3-yl)amino)-4-hydroxy-1',3'-dihydrospiro[cyclohexane-1,2'-indene]-4-yl)acetic acid tert-butyl ester C(C)(C)(C)OC(CC1(CCC2(CC3=CC=C(C=C3C2)N[C@H]2C(NC(CC2)=O)=O)CC1)O)=O |r|